CS(=O)(=O)N1C=CC=C1 methanesulfonyl-1H-pyrrol